BrC=1C(=C(C[C@H]2N(CC[C@@H]([C@@H]2O)O)C(=O)OCC2=CC=CC=C2)C=CC1)F |r| benzyl (2RS,3RS,4SR)-2-(3-bromo-2-fluorobenzyl)-3,4-dihydroxypiperidine-1-carboxylate